8-(6-amino-5-((2-amino-3-chloropyridin-4-yl)thio)pyrazin-2-yl)-2-ethylidene-8-azaspiro[4.5]decan-1-amine NC1=C(N=CC(=N1)N1CCC2(CCC(C2N)=CC)CC1)SC1=C(C(=NC=C1)N)Cl